pyridin-1-yl-methanol N1(CC=CC=C1)CO